Tetracosa-11,14-dienoic acid C(CCCCCCCCCC=CCC=CCCCCCCCCC)(=O)O